NCC1=CC=C(C=C1)NC(=O)C1=C(C=C(C(=C1)C=1SC=CC1)OC)C=1C(=CC=2C3=C(COC2C1)C(=C(S3)C)C)C(=O)OC methyl 7-(2-((4-(aminomethyl)phenyl)carbamoyl)-5-methoxy-4-(thiophen-2-yl)phenyl)-2,3-dimethyl-4H-thieno[3,2-c]chromene-8-carboxylate